N-(3-((2R,5S)-2-ethyl-5-methylpyrrolidine-1-carbonyl)phenyl)-3-fluoro-4-methylbenzenesulfonamide C(C)[C@H]1N([C@H](CC1)C)C(=O)C=1C=C(C=CC1)NS(=O)(=O)C1=CC(=C(C=C1)C)F